CN(C1=CC=C(C=C1)N1N=C(C=C1C1=CC=C(C#N)C=C1)C(=O)N1C[C@@H](CCC1)NC)C (R)-4-(1-(4-(dimethylamino)phenyl)-3-(3-(methylamino)piperidine-1-carbonyl)-1H-pyrazol-5-yl)benzonitrile